C(#C)C=1C(=CC=C2C=CC=C(C12)C1=NC=C2C(=C(C=NC2=C1F)OC)N1[C@@H]2CCN([C@@H]2C1)C(=O)OC(C)(C)C)F.[Sn] tin tert-butyl (1R,5R)-6-(7-(8-ethynyl-7-fluoronaphthalen-1-yl)-8-fluoro-3-methoxy-1,6-naphthyridin-4-yl)-2,6-diazabicyclo[3.2.0]heptane-2-carboxylate